(2-bromo-3-((4-methoxybenzyl)oxy)phenyl)(methyl)sulfanilamide ethyl-2-(3-(1-methyl-1H-pyrazol-3-yl)-[1,1'-biphenyl]-4-yl)cyclopropane-1-carboxylate C(C)OC(=O)C1C(C1)C1=C(C=C(C=C1)C1=CC=CC=C1)C1=NN(C=C1)C.BrC1=C(C=CC=C1OCC1=CC=C(C=C1)OC)C=1C(=C(S(=O)(=O)N)C=CC1N)C